FC=1C=C(C=CC1C=1C(=NC=CC1)C)NC(OC(C)(C)C)=O Tert-butyl (3-fluoro-4-(2-methylpyridin-3-yl)phenyl)carbamate